7'-fluoro-4',6'-dimethoxy-3-(1-methyl-4-nitro-1H-pyrazol-5-yl)-1,4,5,7-tetrahydro-3'H-spiro[indazole-6,1'-isobenzofuran] FC=1C(=CC(=C2COC3(C12)CCC=1C(=NNC1C3)C3=C(C=NN3C)[N+](=O)[O-])OC)OC